CCC(CC1CCCC2(O1)CC3C(C(O2)CC4(C(CC(O4)(C)C)/C=C/CCCCCC(C(C(C(C(C(C(/C=C/C(=O)O3)(C)O)O)C)O)OC5CCC(C(O5)C)N(C)C)O)(C)O)O)C)O The molecule is a 24-membered macrolide antibiotic isolated from the fermentation broth of Streptomyces sp.NK154183. It exhibits antifungal and antitumour activity against the human colon adenocarcinoma. It has a role as a metabolite, an antifungal agent and an antineoplastic agent. It is a macrolide antibiotic, a secondary alcohol, a tertiary alcohol, a tertiary amine, a cyclic hemiketal and a spiroketal.